methyl 4,4-dimethyl-3-oxopentanoate CC(C(CC(=O)OC)=O)(C)C